Yttrium iron oxide [O-2].[Fe+2].[Y+3]